1,3,6,8-tetrakis(p-carboxyphenyl)porphyrin C(=O)(O)C1=CC=C(C=C1)C12C=C(C(N1)=CC1(C=C(C(=N1)C=C1C=CC(N1)=CC=1C=CC(N1)=C2)C2=CC=C(C=C2)C(=O)O)C2=CC=C(C=C2)C(=O)O)C2=CC=C(C=C2)C(=O)O